O1CCC(CCC1)C(N1C[C@@H]2[C@H](C1)CC(C2)NC=2N=NC(=CC2)C=2C(=NC=CC2)C(F)(F)F)([2H])[2H] (3aR,5s,6aS)-2-(oxepan-4-ylmethyl-d2)-N-(6-(2-(trifluoromethyl)pyridin-3-yl)pyridazin-3-yl)octahydrocyclopenta[c]pyrrol-5-amine